NC1=NC2=CC(=CC=C2C=C1CCCCC)C=1C=C(C=CC1)S(=O)(=O)N1CC(C1)CNC(O)=O ((1-((3-(2-amino-3-pentylquinolin-7-yl)phenyl)sulfonyl)azetidin-3-yl)methyl)carbamic acid